dimethylbutyl-silanetriol CO[Si](OC)(O)CCCC